ClC=1C(=NN(C1)C1OCCCC1)C(=O)OC methyl 4-chloro-1-(tetrahydro-2H-pyran-2-yl)-1H-pyrazole-3-carboxylate